CC1=CN(C2=NC=C(C=C21)N2C(NC1=C2C=CC=C1)=O)COCC[Si](C)(C)C 1-(3-methyl-1-((2-(trimethylsilyl)ethoxy)methyl)-1H-pyrrolo[2,3-b]pyridin-5-yl)-1H-benzo[d]imidazol-2(3H)-one